OC(C(=O)N1C[C@@H](CC1)N1C(C(=CC=C1)CN1N=NC(=C1)C1=NC(=NC2=C(C=CC=C12)OC)N)=O)(C)C 1-[(R)-1-(2-hydroxy-2-methylpropanoyl)-3-pyrrolidinyl]-3-{[4-(2-amino-8-methoxy-4-quinazolinyl)-1H-1,2,3-triazol-1-yl]methyl}-1H-pyridin-2-one